8-fluoro-4-(4-((methylamino)methyl)-5-(Tetrahydro-2H-pyran-4-yl)thiazol-2-yl)-7-(pyridin-3-yl)isoquinolin-1-amine FC=1C(=CC=C2C(=CN=C(C12)N)C=1SC(=C(N1)CNC)C1CCOCC1)C=1C=NC=CC1